tributyl(prop-1-ynyl)stannane C(CCC)[Sn](C#CC)(CCCC)CCCC